O[C@@H](C)C1CN(CCO1)C1=CC=C(N=N1)C1=C(C=C(C=C1C)C)O 2-[6-[2-[(1S)-1-hydroxyethyl]morpholin-4-yl]pyridazin-3-yl]-3,5-dimethylphenol